C(CCCCCCCCCCCCCCCC)(=O)OCCCOC(CCCCCCCCCCCCCCCC)=O trimethylene glycol dimargarate